4-(butylamino)-1-butanol C(CCC)NCCCCO